3,5-diisopropyl-o-hydroxybenzoic acid C(C)(C)C=1C(=C(C(=O)O)C=C(C1)C(C)C)O